6-chloro-3-(((1R)-1-(2-cyano-3-(9,9-difluoro-3-azabicyclo[3.3.1]nonan-3-yl)-7-methylquinoxalin-5-yl)ethyl)amino)picolinic acid ClC1=CC=C(C(=N1)C(=O)O)N[C@H](C)C1=C2N=C(C(=NC2=CC(=C1)C)C#N)N1CC2CCCC(C1)C2(F)F